FC(C(=O)O)(F)F.O1CCC(CC1)N1CCNC2(CCC2)C1 8-(tetrahydro-2H-pyran-4-yl)-5,8-diazaspiro[3.5]Nonane trifluoroacetate